C(#N)C=1C(=NC(=NC1)NC1=C(C=C(C=C1)N1CCC(CC1)N(C)C1CC1)NC(C=C)=O)NC1=C(C=CC=C1)OC(C)C N-(2-((5-cyano-4-((2-isopropoxyphenyl)amino)pyrimidin-2-yl)amino)-5-(4-(cyclopropyl(methyl)amino)piperidin-1-yl)phenyl)acrylamide